CN([C@@H](C(C)C)C(=O)OCC1=CC=CC=C1)C(=O)N1CC(N(CC1)C(=O)C1[N@](C1)C(C1=CC=CC=C1)(C1=CC=CC=C1)C1=CC=CC=C1)=O benzyl N-methyl-N-(3-oxo-4-((S)-1-tritylaziridine-2-carbonyl)piperazine-1-carbonyl)-L-valinate